FC1=C(C=CC(=C1F)F)[C@H]1NOCC1 (S)-3-(2,3,4-trifluorophenyl)isoxazolidine